BrC1=CC=C(OCC2OC(COC2)OC(F)F)C=C1 2-((4-bromophenoxy)methyl)-6-(difluoromethoxy)-1,4-dioxan